methyl (R)-2-(4-fluoro-1-isopropyl-6-(4,4,5,5-tetramethyl-1,3,2-dioxaborolan-2-yl)-1H-benzo[d]imidazol-2-yl)pyrrolidine-1-carboxylate FC1=CC(=CC=2N(C(=NC21)[C@@H]2N(CCC2)C(=O)OC)C(C)C)B2OC(C(O2)(C)C)(C)C